NC=1C(=CC2=C(N(C(=N2)CCC(C)(O)C)C)C1)C(C)(C)O 4-(6-amino-5-(2-hydroxypropan-2-yl)-1-methyl-1H-benzo[d]imidazol-2-yl)-2-methylbutane-2-ol